(2,6-dioxo-3-piperidyl)-4-[3-[4-[2-[[(1S,3S)-3-[[5-[(E)-1-ethylprop-1-enyl]pyrazolo[1,5-a]pyrimidin-7-yl]amino]cyclopentyl]amino]acetyl]piperazin-1-yl]propylamino]isoindoline-1,3-dione O=C1NC(CCC1N1C(C2=CC=CC(=C2C1=O)NCCCN1CCN(CC1)C(CN[C@@H]1C[C@H](CC1)NC1=CC(=NC=2N1N=CC2)\C(=C\C)\CC)=O)=O)=O